5-(5-Formyl-2-furanyl)-2-hydroxy-N-(4-methylphenyl)benzamide C(=O)C1=CC=C(O1)C=1C=CC(=C(C(=O)NC2=CC=C(C=C2)C)C1)O